N1(CCCC1)C(=O)CN1CCN(CC1)C(C=CC1=CC(=C(C(=C1)OC)OC)OC)=O 1-[(1-pyrrolidinecarbonyl)methyl]-4-(3,4,5-trimethoxycinnamoyl)-piperazine